(S)-1-(3-((1,2,3,4-tetrahydro-isoquinolin-8-yl)amino)piperidin-1-yl)ethan-1-one C1NCCC2=CC=CC(=C12)N[C@@H]1CN(CCC1)C(C)=O